C1(=CC=CC=C1)C1=C(C2=C([Se]C3=C2C=CC=C3)C=C1)C1=NN=NC(=C1C1=C(C=CC=C1)C1=CC=CC=C1)C1=CC=CC=C1 phenyl[phenyl-(biphenylyl)triazinyl]dibenzoselenophene